N-(2-(methylsulfanyl)ethyl)-8-(4-(trifluoromethyl)cyclohex-1-en-1-yl)quinoline-3-carboxamide CSCCNC(=O)C=1C=NC2=C(C=CC=C2C1)C1=CCC(CC1)C(F)(F)F